NC=1N=NC(=CC1N1CC2CCC(C1)N2C(=O)OC(C)(C)C)Cl tertbutyl 3-(3-amino-6-chloropyridazin-4-yl)3,8-diazabicyclo[3.2.1]octane-8-carboxylate